2-(4-methyl-2-(pyridin-2-ylamino)thiazol-5-yl)acetic acid CC=1N=C(SC1CC(=O)O)NC1=NC=CC=C1